4-[4-[4-[(2,6-dioxo-3-piperidinyl)-methyl-amino]-2-fluoro-phenyl]piperazin-1-yl]-3,3-difluoro-piperidine-1-carboxylic acid tert-butyl ester C(C)(C)(C)OC(=O)N1CC(C(CC1)N1CCN(CC1)C1=C(C=C(C=C1)N(C)C1C(NC(CC1)=O)=O)F)(F)F